FC(C1=NN=C(S1)N1C=2N(C3=C1C=C(C=C3N3CC(NCC3)C)S(=O)(=O)NC3(CC3)C)C=CN2)F 9-(5-(Difluoromethyl)-1,3,4-thiadiazol-2-yl)-N-(1-methylcyclopropyl)-5-(3-methylpiperazin-1-yl)-9H-benzo[d]imidazo[1,2-a]imidazole-7-sulfonamide